(epsilone)-benzyloxycarbonyl-L-lysine C(C1=CC=CC=C1)OC(=O)N[C@@H](CCCCN)C(=O)O